CN1C(=C(C2=CC=CC=C12)N=NC1=CC=C(C=C1)OCC)C1=CC=C(C=C1)OCC N-methyl-2-(4-ethoxyphenyl)-3-(4-ethoxyphenylazo)indole